[5-[(4,6-difluoro-1H-indol-5-yl)oxy]-2-fluoro-phenyl]methanamine FC1=C2C=CNC2=CC(=C1OC=1C=CC(=C(C1)CN)F)F